tert-butyl (2-((5-decylbenzo[d]oxazol-2-yl)amino)ethyl)carbamate C(CCCCCCCCC)C=1C=CC2=C(N=C(O2)NCCNC(OC(C)(C)C)=O)C1